NC1=CC=C(C=C1)S(=O)(=O)C1=CC=C(C=C1)N bis(4-aminophenyl)sulfone